5-oxo-tetrahydrofuran-4-yl acrylate C(C=C)(=O)OC1CCOC1=O